NC=1C(=NC(=CN1)C=1C2=C(N=CN1)NC=C2F)C(=O)NC2=NC=CC=C2N2CCC(CC2)N 3-amino-N-(3-(4-aminopiperidin-1-yl)pyridin-2-yl)-6-(5-fluoro-7H-pyrrolo[2,3-d]pyrimidin-4-yl)pyrazine-2-carboxamide